O=C1NC(CCC1N1CC2=CC=C(C=C2C1=O)N1CC2(C1)CCC(CC2)C=O)=O 2-[2-(2,6-dioxo-3-piperidyl)-3-oxo-isoindolin-5-yl]-2-azaspiro[3.5]nonane-7-carbaldehyde